4-(2-(4-fluorophenyl)pyrazolo[1,5-a]pyrimidin-7-yl)-2-methoxybenzoic acid methyl ester COC(C1=C(C=C(C=C1)C1=CC=NC=2N1N=C(C2)C2=CC=C(C=C2)F)OC)=O